N1C(=NC2=C1C=CC=C2)C2=CC(=NN2CC2=CC=C(C=C2)OC)NC(C2=CC(=C(C=C2)O)Cl)=O N-[5-(1H-benzimidazol-2-yl)-1-[(4-methoxyphenyl)methyl]pyrazol-3-yl]-3-chloro-4-hydroxy-benzamide